CS(=O)(=O)C1=C(C=NC=C1)NC(=O)C=1C=2N(N=CC1)C=C(N2)C2=CC=CC=C2 N-(4-(methylsulfonyl)pyridin-3-yl)-2-phenylimidazo[1,2-b]pyridazine-8-carboxamide